1,2,3-oxadiazolidine O1NNCC1